di(methylphenyl) sulfide CC1=C(C=CC=C1)SC1=C(C=CC=C1)C